FC(C(C(C(F)F)(F)F)(F)F)(F)F 1,1,1,2,2,3,3,4,4-nonafluorobutane